tert-butyl (2,3-difluoro-4-(4,4,5,5-tetramethyl-1,3,2-dioxaborolan-2-yl)benzyl)carbamate FC1=C(CNC(OC(C)(C)C)=O)C=CC(=C1F)B1OC(C(O1)(C)C)(C)C